CC1=C(N=C(S1)NC=1C=C(C(=O)N[C@@H](CC2=CC=CC=C2)C(=O)O)C=CC1)C1=CC=C(C=C1)C(F)(F)F (3-((5-methyl-4-(4-(trifluoromethyl)phenyl)thiazol-2-yl)amino)benzoyl)phenylalanine